CN(P(=O)(N(C)C)NC1=NC=C(C=C1S(=O)(=O)N(C)C)Br)C 2-((bis(dimethylamino)phosphoryl)amino)-5-bromo-N,N-dimethylpyridine-3-sulfonamide